6-fluoro-N-(8-fluoro-2-methyl-imidazo[1,2-a]pyridin-6-yl)-2-methyl-4-[4-methyl-4-(methylamino)-1-piperidyl]indazole-7-carboxamide FC=1C=C(C2=CN(N=C2C1C(=O)NC=1C=C(C=2N(C1)C=C(N2)C)F)C)N2CCC(CC2)(NC)C